(azidomethyl)-1-methyl-1H-pyrazole N(=[N+]=[N-])CC1=NN(C=C1)C